C(C)OC(CN1C=NC=C1C(=O)OCC)OCC ethyl 1-(2,2-diethoxyethyl)-1H-imidazole-5-carboxylate